[Cl-].C(=C)N1C=[NH+]C=C1 N-vinyl-imidazolium chloride